BrC=1C=C(C=CC1)C(CCCC(CSCC(=O)OC)(C)C)N1N=C(C=C1)C1=CC(=CC=C1)OC=1C(=C2C=CN(C2=CC1F)S(=O)(=O)C1=CC=C(C)C=C1)C=C methyl 2-((6-(3-bromophenyl)-6-(3-(3-((6-fluoro-1-tosyl-4-vinyl-1H-indol-5-yl)oxy)phenyl)-1H-pyrazol-1-yl)-2,2-dimethylhexyl)thio)acetate